C(C)(C)[Al] isopropylaluminum